N-(3-(3-bromo-2-hydroxynaphthalen-1-yl)-4-hydroxyphenyl)-4-toluenesulfonamide BrC=1C(=C(C2=CC=CC=C2C1)C=1C=C(C=CC1O)NS(=O)(=O)C1=CC=C(C)C=C1)O